COC1=C(C=C(C(=C1)N1CCOCC1)C=1C=NN(C1)C)NC=1N=CC2=C(N1)N(C(C=C2C#C[Si](C(C)C)(C(C)C)C(C)C)=O)C 2-{[2-methoxy-5-(1-methylpyrazol-4-yl)-4-(morpholin-4-yl)phenyl]amino}-8-methyl-5-[2-(triisopropylsilyl)ethynyl]pyrido[2,3-d]pyrimidin-7-one